N-(bis(4-(tributylsilyl)phenyl)phosphaneyl)-N-isopropyl-1-phenyl-1-(2-(trifluoromethoxy)phenyl)phosphanamine C(CCC)[Si](C1=CC=C(C=C1)P(N(P(C1=C(C=CC=C1)OC(F)(F)F)C1=CC=CC=C1)C(C)C)C1=CC=C(C=C1)[Si](CCCC)(CCCC)CCCC)(CCCC)CCCC